FC1=C(C=C(C=C1)OC=1C(=C2C=CNC2=CC1F)S(=O)(=O)C)C=1NC(=CN1)C1(COC2=C1C=CC=C2CCC(=O)OC)C Methyl 3-(3-(2-(2-fluoro-5-((6-fluoro-4-(methylsulfonyl)-1H-indol-5-yl)oxy)phenyl)-1H-imidazol-5-yl)-3-methyl-2,3-dihydrobenzofuran-7-yl)propanoate